5-amino-2,3-dihydro-1,4-phthalazindione NC1=C2C(NNC(C2=CC=C1)=O)=O